CC1=CC=2N(C=C1C=1CN(CC1)C(=O)OC(C)(C)C)N=CN2 tert-Butyl 3-(7-methyl[1,2,4]triazolo[1,5-a]pyridin-6-yl)-2,5-dihydro-1H-pyrrole-1-carboxylate